CC(C)CCC(CCC)C 2,5-dimethyloctane